8-(N-methyl-1H-1,2,4-triazole-1-carboxamido)-2-(4-phenoxyphenyl)-4,5,5a,6,7,8,9,9a-octahydro-pyrazolo[1,5-a]quinazoline-3-carboxamide CN(C(=O)N1N=CN=C1)C1CCC2CNC=3N(C2C1)N=C(C3C(=O)N)C3=CC=C(C=C3)OC3=CC=CC=C3